(S)-2-(5-methyl-6-(5-(piperidin-4-yl)thiazol-2-yl)-6,7,8,9-tetrahydro-5H-pyrido[3',4':4,5]pyrrolo[2,3-c]pyridazin-3-yl)phenol C[C@@H]1N(CCC2=C1C1=C(N=NC(=C1)C1=C(C=CC=C1)O)N2)C=2SC(=CN2)C2CCNCC2